C(CC)(=O)OCC ethyl α-propionate